O=C1C2=C(NSC3=C1C=CC=C3)C=CC=C2 11-oxo-6,11-dihydrodibenzo[c,f][1,2]thiazepin